3,3,3-trifluoropropionitrile FC(CC#N)(F)F